F[C@@H]1[C@@H](C1)C(=O)NC1=NC=C(C(=O)NC([2H])([2H])[2H])C(=C1)NC1=C(C2=C(C=N1)C=NN2CC(F)(F)F)OC 6-((1S,2S)-2-fluorocyclopropane-1-carboxamido)-4-((7-methoxy-1-(2,2,2-trifluoroethyl)-1H-pyrazolo[4,3-c]pyridin-6-yl)amino)-N-(methyl-d3)nicotinamide